di(isobutyl) phthalate C(C=1C(C(=O)OCC(C)C)=CC=CC1)(=O)OCC(C)C